3-[(tert-butyldiphenylsilyl)oxy]azetidine-3-carbonitrile [Si](C1=CC=CC=C1)(C1=CC=CC=C1)(C(C)(C)C)OC1(CNC1)C#N